N1=C(C=CC=C1)CC1CCN(CC1)C(=O)C1(CC1)C(=O)N 1-(4-(pyridin-2-ylmethyl)piperidine-1-carbonyl)cyclopropane-1-carboxamide